(1-(5,6-Diaminopyrimidin-4-yl)-4-(3-phenylpropyl)piperidin-4-yl)methanol NC=1C(=NC=NC1N)N1CCC(CC1)(CCCC1=CC=CC=C1)CO